NC1=NC=2C=CC(=CC2C2=C1C=NN2C)C(=O)N(N(C)C(=O)C2CC2)CC2=C(C=C(C(=C2)F)F)F 4-amino-N'-(cyclopropanecarbonyl)-N',1-dimethyl-N-(2,4,5-trifluorobenzyl)-1H-pyrazolo[4,3-c]quinoline-8-carbohydrazide